trans-N-[4-(2-aminocyclopropyl)phenyl]benzamide hydrochloride Cl.N[C@H]1[C@@H](C1)C1=CC=C(C=C1)NC(C1=CC=CC=C1)=O